BrCC1=CC=C(C=C1)N1N=CN=C1 1-(4-(bromomethyl)phenyl)-1H-1,2,4-triazole